N1=CC=CC2=CC=NC(=C12)C(=O)Cl [1,7]Naphthyridine-8-carbonyl chloride